BrCCCCCCCC[Si](OCC)(OCC)OCC 8-Bromooctyltriethoxysilane